4-(3-ethyl-5-(1'-ethyl-[1,4'-bipiperidin]-4-yl)-1H-indol-2-yl)-1H-pyrrolo[2,3-b]pyridine C(C)C1=C(NC2=CC=C(C=C12)C1CCN(CC1)C1CCN(CC1)CC)C1=C2C(=NC=C1)NC=C2